3-Cyclopentyl-1-[5-({8-methyl-7-oxo-5-[2-(triisopropylsilyl)ethynyl]pyrido[2,3-d]pyrimidin-2-yl}amino)-2-(4-methylpiperazin-1-yl)phenyl]urea C1(CCCC1)NC(NC1=C(C=CC(=C1)NC=1N=CC2=C(N1)N(C(C=C2C#C[Si](C(C)C)(C(C)C)C(C)C)=O)C)N2CCN(CC2)C)=O